CC(C(=O)O)CC1=CC=CC=C1.C(C)(=O)OC(C1=CC=CC=C1)C methylbenzyl acetate (methyl benzyl acetate)